Potassium Argon [Ar].[K]